tert-butyl (S)-4-(7-(8-chloronaphthalen-1-yl)-8-fluoro-2-(((S)-1-methylpyrrolidin-2-yl)methoxy)pyrido[4,3-d]pyrimidin-4-yl)-3-methylpiperazine-1-carboxylate ClC=1C=CC=C2C=CC=C(C12)C1=C(C=2N=C(N=C(C2C=N1)N1[C@H](CN(CC1)C(=O)OC(C)(C)C)C)OC[C@H]1N(CCC1)C)F